C(C)OC(OCC)[SiH2]CCCNCCC[SiH2]C(OCC)OCC N,N-di[3-(diethoxymethyl-silyl)propyl]amine